(R)-1-(5-((2,4-dimethylpiperazin-1-yl)methyl)benzo[d]isoxazol-3-yl)dihydropyrimidine-2,4(1H,3H)-dione C[C@H]1N(CCN(C1)C)CC=1C=CC2=C(C(=NO2)N2C(NC(CC2)=O)=O)C1